N-((3-chloro-5-cyano-4-(((R)-4-(3-fluoroazetidin-1-yl)-1-((4-fluorophenyl)thio)butan-2-yl)amino)phenyl)sulfonyl)-2,6-dioxabicyclo[3.2.1]octane-1-carboxamide ClC=1C=C(C=C(C1N[C@@H](CSC1=CC=C(C=C1)F)CCN1CC(C1)F)C#N)S(=O)(=O)NC(=O)C12OCCC(OC1)C2